(2,6-dioxopiperidin-3-yl)-5-(piperazin-1-yl)isoindole-1,3-dione formate C(=O)O.O=C1NC(CCC1C1=C2C(NC(C2=CC=C1N1CCNCC1)=O)=O)=O